C1CCC2=C(C=3CCCC3C=C12)NC(=O)N=[S@](=O)(N)C1=CC=C2CCN(CC2=C1)C (R)-N'-((1,2,3,5,6,7-hexahydro-s-indacen-4-yl)carbamoyl)-2-methyl-1,2,3,4-tetrahydroisoquinoline-7-sulfonimidamide